ClC=1C=C2CCC[C@]3(COC4=CC=C5C(NS(CCCCCS([C@H]6CC[C@@H]6CN(C3)C4=C5)(=O)=O)(=O)=O)=O)C2=CC1 (1S,3'R,6'S)-6-chloro-3,4-dihydro-2H,15'H-spiro[naphthalene-1,22'-[20]oxa[7,13]dithia[1,14]diazatetracyclo[14.7.2.03,6.019,24]pentacosa[16,18,24]trien]-15'-one 7',7',13',13'-tetraoxide